5-(4-Chloro-7-phenyl-7H-pyrrolo[2,3-d]pyrimidin-5-yl)-2-((R)-3-hydroxy-pyrrolidin-1-yl)-nicotinonitrile ClC=1C2=C(N=CN1)N(C=C2C=2C=NC(=C(C#N)C2)N2C[C@@H](CC2)O)C2=CC=CC=C2